BrC=1C2(C3=CC=CC=C3C1)CCCCC2 bromospiro[cyclohexane-1,1'-indene]